[Cl-].C(CCCCCCCCCCCCC)(=O)OCC[N+](C)(C)C Myristoyl-Choline chloride